tetradecenyl hexyloxymethyl ether C(CCCCC)OCOC=CCCCCCCCCCCCC